N[C@@H]1CN(CCC1)C1=C2C3=C(NC2=CC=C1F)CCCCC3 (S)-1-(3-aminopiperidin-1-yl)-2-fluoro-5,6,7,8,9,10-hexahydrocyclohepta[b]Indole